O[C@@H]1CC[C@H](CC1)C(=O)OCC ethyl trans-4-hydroxycyclohexanecarboxylate